C1(CC1)C1=C(C=CC(=C1)F)N1CN(C(C2=CC=C(C=C12)C(F)(F)F)=O)C1=C(NC(C=C1)=O)C 1-(2-cyclopropyl-4-fluorophenyl)-3-(2-methyl-6-oxo-1,6-dihydropyridin-3-yl)-7-(trifluoromethyl)-2,3-dihydroquinazolin-4(1H)-one